CC(C)C1=C(N=CO1)C(=O)O 5-(prop-2-yl)-1,3-oxazole-4-carboxylic acid